hexahydroimidazo[1,5-a]pyrazine-7(1H)-carboxylate C1NCN2C1CN(CC2)C(=O)[O-]